3-hydroxy-butane OC(CC)C